N1(C=NC=C1)C=1C=C(CNCC2=CC(=CC=C2)OC)C=CC1 N-(3-(1H-imidazol-1-yl)benzyl)-1-(3-methoxyphenyl)methylamine